N=1C=NN2C1C=C(C=C2)CC2=C(C=C(C=C2)NC2=NC=NC1=CC=C(C=C21)N2CCN(CC2)C(C=C)=O)C 1-(4-(4-((4-([1,2,4]triazolo[1,5-a]pyridin-7-ylmethyl)-3-methylphenyl)amino)quinazolin-6-yl)piperazin-1-yl)prop-2-en-1-one